C(C)(=O)C=1C(=C(C(N(C1C)C1=CC=C(C=C1)F)=O)C(=O)NC1=CC(=C(C=C1)OC1=CC=NC2=CC(=C(N=C12)OC)OC)F)C 5-acetyl-N-[4-[(6,7-dimethoxy-1,5-naphthyridin-4-yl)oxy]-3-fluorophenyl]-1-(4-fluorophenyl)-4,6-dimethyl-2-oxopyridine-3-carboxamide